BrC=1C=CC(=NC1)C1(COC1)N1N=NC(=C1)C=1C=NC=C(C1)CC1CC1 5-bromo-2-(3-(4-(5-(cyclopropylmethyl)pyridin-3-yl)-1H-1,2,3-triazol-1-yl)oxetan-3-yl)pyridine